1-benzyl-6-(1-methyl-1H-pyrazol-5-yl)-N-(tetrahydro-2H-pyran-4-yl)-1H-imidazo[4,5-b]pyridin-2-amine C(C1=CC=CC=C1)N1C(=NC2=NC=C(C=C21)C2=CC=NN2C)NC2CCOCC2